4,4'-Methylenbis(cyclohexan-1-amin) C(C1CCC(CC1)N)C1CCC(CC1)N